4-(Diethylamino)phenylboronic acid C(C)N(C1=CC=C(C=C1)B(O)O)CC